O=C(CC(=O)[O-])CCC 3-oxohexanoate